7-(5-acetyl-2-(4-fluoro-2,6-dimethylphenoxy)phenyl)-N-ethyl-5-methyl-4-oxo-4,5-dihydrofuro[3,2-c]pyridine-2-carboxamide C(C)(=O)C=1C=CC(=C(C1)C=1C2=C(C(N(C1)C)=O)C=C(O2)C(=O)NCC)OC2=C(C=C(C=C2C)F)C